4-[[5-(4-methoxy-3-pyridyl)imidazo[2,1-b][1,3,4]thiadiazol-2-yl]amino]cyclohexanol COC1=C(C=NC=C1)C1=CN=C2SC(=NN21)NC2CCC(CC2)O